1-butyl-4-propylpyridinium triflate [O-]S(=O)(=O)C(F)(F)F.C(CCC)[N+]1=CC=C(C=C1)CCC